tantalum pentaethanol C(C)O.C(C)O.C(C)O.C(C)O.C(C)O.[Ta]